1-[5-[7-(4-aminoanilino)-2,6-naphthyridin-1-yl]-4-methyl-indazol-1-yl]-2-methyl-propan-2-ol NC1=CC=C(NC2=NC=C3C=CN=C(C3=C2)C=2C(=C3C=NN(C3=CC2)CC(C)(O)C)C)C=C1